(2-chloro-4-(1-hydroxy-2-methylpropyl)pyridin-3-yl)carbamic acid tert-butyl ester C(C)(C)(C)OC(NC=1C(=NC=CC1C(C(C)C)O)Cl)=O